S(=O)(=O)(C1=CC=C(C)C=C1)OCCOCCOCCOCCOCCOCCOCCC(=O)OC(C)(C)C tert-butyl 1-(tosyloxy)-3,6,9,12,15,18-hexaoxahenicosan-21-oate